NN1C=NC(=C2N3C(N=C12)N(C(N3CC(F)(F)F)=O)CCN3CCN(CC3)C3=CC=C(C=C3)OCCOC)C=3OC=CC3 5-Amino-8-(2-furyl)-3-[2-[4-[4-(2-methoxyethoxy)phenyl]piperazin-1-yl]ethyl]-1-(2,2,2-trifluoroethyl)-[1,2,4]triazolo[5,1-f]purin-2-one